4-(aminomethyl)-1-methylpyrazole NCC=1C=NN(C1)C